OC[C@H](C1=CC=CC=C1)NC1=NC(=NC=C1C=1OC(=CN1)C)NC1=CC(=C(C(=O)NC)C=C1)C 4-[[4-[[(1S)-2-hydroxy-1-phenyl-ethyl]amino]-5-(5-methyloxazol-2-yl)pyrimidin-2-yl]amino]-N,2-dimethyl-benzamide